tert-butyl (2S,5R)-4-(2,2-difluoro-1-(quinoxalin-6-yl)ethyl)-2,5-dimethylpiperazine-1-carboxylate FC(C(C=1C=C2N=CC=NC2=CC1)N1C[C@@H](N(C[C@H]1C)C(=O)OC(C)(C)C)C)F